C(C)OCCCOC1=NNC=C1C(=O)OCC ethyl 3-(3-ethoxypropoxy)-1H-pyrazole-4-carboxylate